C(N)(=O)C1=CC=C(C(=O)O)C=C1 4-carbamoyl-benzoic acid